N-(1H-indol-4-yl)picolinamide hydrogen chloride Cl.N1C=CC2=C(C=CC=C12)NC(C1=NC=CC=C1)=O